(6-(4-chlorophenyl)-2-(1-methyl-1H-pyrazol-4-yl)-3-oxo-2,3-dihydropyridazine-4-carbonyl)-serine methyl ester COC([C@@H](NC(=O)C=1C(N(N=C(C1)C1=CC=C(C=C1)Cl)C=1C=NN(C1)C)=O)CO)=O